(R)-2-(1-cyclopropyl-2-hydroxy-2-methylpropyl)-7-(2-methoxyquinoxalin-6-yl)isoindolin-1-one C1(CC1)[C@H](C(C)(C)O)N1C(C2=C(C=CC=C2C1)C=1C=C2N=CC(=NC2=CC1)OC)=O